Methyl 3-(7-(2-(cyclohex-2-en-1-ylamino)-2-oxoethoxy)naphthalen-2-yl)-3-(7-methyl-2,3-dihydrobenzo[b][1,4]dioxin-6-yl)propanoate C1(C=CCCC1)NC(COC1=CC=C2C=CC(=CC2=C1)C(CC(=O)OC)C1=CC2=C(OCCO2)C=C1C)=O